ClC1=CC2=C(N=C(NC2=O)C2CCNCC2)C=N1 6-chloro-2-(piperidin-4-yl)pyrido[3,4-d]pyrimidin-4(3H)-one